4-({2-methoxy-3-[3-(pyrrolidin-1-yl)propoxy]-6H,7H,8H,9H,10H-cyclohepta[b]quinolin-11-yl}amino)-2-methylbutan-2-ol COC=1C=C2C(=C3C(=NC2=CC1OCCCN1CCCC1)CCCCC3)NCCC(C)(O)C